3-(2-chloro-5-methyl-pyrimidin-4-yl)-6-methyl-1-tetrahydropyran-2-yl-indole ClC1=NC=C(C(=N1)C1=CN(C2=CC(=CC=C12)C)C1OCCCC1)C